(10R,13S)-10,13-dimethyl-1,2,6,7,8,9,10,12,13,14,15,16-dodecahydrospiro[cyclopenta[a]phenanthrene-17,2'-[1,3]dioxolane]-3,11-dione C[C@]12C3C(C[C@]4(C(C3CCC2=CC(CC1)=O)CCC41OCCO1)C)=O